tert-Butyl 4-(2-fluoro-4-morpholinophenyl)-3,6-dihydropyridine-1(2H)-carboxylate FC1=C(C=CC(=C1)N1CCOCC1)C=1CCN(CC1)C(=O)OC(C)(C)C